tert-butyl (2-acetamido-5-(2-fluoroethoxy)pyridin-4-yl)carbamate C(C)(=O)NC1=NC=C(C(=C1)NC(OC(C)(C)C)=O)OCCF